1-(quinoxalin-2-yl)piperidine-3-hydrazide ethyl-4-(5-(benzo[b]thiophen-2-yl)-1-(benzyloxy)-1H-pyrazol-4-yl)piperidine-1-carboxylate C(C)OC(=O)N1CCC(CC1)C=1C=NN(C1C1=CC2=C(S1)C=CC=C2)OCC2=CC=CC=C2.N2=C(C=NC1=CC=CC=C21)N2CC(CCC2)C(=O)NN